sulfosuccinimidyl 3,3'-dithiobis(propionate) C(CCSSCCC(=O)[O-])(=O)ON1C(C(CC1=O)S(=O)(=O)O)=O